7-amino-2-methyl-4H-1,4-benzoxazin-3-one NC1=CC2=C(NC(C(O2)C)=O)C=C1